C(C)O[Si](OCC)(OCC)CCCCCCCCCCC triethoxysilyl-undecane